1,3-dimethyl-2,4-dimethylphenylamine CC1(C(C(=C(C=C1)C)C)C)N